O1C(CCCC1)OC(C(=O)N)CCCC ((tetrahydro-2H-pyran-2-yl)oxy)hexanamide